2-(cyclopropylmethoxy)-3,5-difluorobenzylamine-d2 C1(CC1)COC1=C(CN([2H])[2H])C=C(C=C1F)F